2-cyclopropyl-6-(((R)-4,4-difluoro-3-methylpiperidin-1-yl)methyl)pyrimidine-4-carboxamide C1(CC1)C1=NC(=CC(=N1)C(=O)N)CN1C[C@H](C(CC1)(F)F)C